CC=1C=C2C=CN=C(C2=C(C1)C)N(C(C1=NC=C(C=C1)C=1SC(=NN1)CC)=O)[C@H]1CNCCC1 (R)-N-(6,8-dimethylisoquinolin-1-yl)-5-(5-ethyl-1,3,4-thiadiazol-2-yl)-N-(piperidin-3-yl)picolinamide